OCCC=1SC=C(N1)C(=O)NC 2-(hydroxyethyl)-N-methylthiazole-4-carboxamide